rac-2'-chloro-N-(5-{[(1R,3S)-3-hydroxycyclopentyl]amino}-[1,3]thiazolo[5,4-d]pyrimidin-2-yl)-5'-methoxy-6-methyl-[4,4'-bipyridine]-3-carboxamide ClC1=NC=C(C(=C1)C1=C(C=NC(=C1)C)C(=O)NC=1SC=2N=C(N=CC2N1)N[C@H]1C[C@H](CC1)O)OC |r|